The molecule is an N-acyl-1-O-beta-D-glucosyl-15-methylhexadecasphing-4-enine in which the acyl group has 17 carbons and 0 double bonds. It derives from a 15-methylhexadecasphing-4-enine. CCCCCCCCCCCCCCCCC(=O)N[C@@H](CO[C@H]1[C@@H]([C@H]([C@@H]([C@H](O1)CO)O)O)O)[C@@H](/C=C/CCCCCCCCCC(C)C)O